dipropyl-4,4'-dihydroxybiphenyl C(CC)C=1C(=C(C=CC1O)C1=CC=C(C=C1)O)CCC